1-propyl-2,6-dimethylpiperidine C(CC)N1C(CCCC1C)C